C(C1=CC=CC=C1)NC(=O)C=1N(C(N2C1CN(CC2)C(C2=CC(=C(C=C2)Cl)Cl)=O)=O)C2=CC=C(C=C2)C N-benzyl-7-(3,4-dichlorobenzoyl)-3-oxo-2-(p-tolyl)-6,8-dihydro-5H-imidazo[1,5-a]pyrazine-1-carboxamide